O[C@@H]1C[C@H](CCC1)C(=O)OCC ethyl trans-3-hydroxycyclohexanecarboxylate